3-((Tetrahydrofuran-3-yl)oxy)benzaldehyde-2-d O1CC(CC1)OC1=C(C(C=O)=CC=C1)[2H]